methyl (7S)-2-benzyl-3-[2-[(2R,6S)-2,6-dimethylmorpholin-4-yl]ethyl]-7-methyl-3H,6H,7H,8H,9H-imidazo[4,5-f]quinoline-6-carboxylate C(C1=CC=CC=C1)C=1N(C=2C(=C3CC[C@@H](N(C3=CC2)C(=O)OC)C)N1)CCN1C[C@H](O[C@H](C1)C)C